methyl 2-(4,4,5,5-tetramethyl-1,3,2-dioxaborolan-2-yl)cyclopentene-1-carboxylate CC1(OB(OC1(C)C)C1=C(CCC1)C(=O)OC)C